[O-2].[O-2].[O-2].[Er+3].[Er+3] Dierbium trioxid